tert-butyl (1-(2-(8-chloroimidazo[1,2-a]pyrazin-6-yl)pyridin-4-yl)ethyl)(ethyl)carbamate ClC=1C=2N(C=C(N1)C1=NC=CC(=C1)C(C)N(C(OC(C)(C)C)=O)CC)C=CN2